6-chloro-4-[4-(4-chloro-N-methyl-anilino)-1-piperidinyl]-2-oxo-1H-1,5-naphthyridine-3-carbonitrile ClC=1N=C2C(=C(C(NC2=CC1)=O)C#N)N1CCC(CC1)N(C1=CC=C(C=C1)Cl)C